C1(CC1)OC1CCC(CC1)NC1=NC=C(C(=N1)NC1(CCC1)C)C(=O)N 2-((1r,4r)-4-cyclopropoxycyclohexylamino)-4-(1-methylcyclobutylamino)pyrimidine-5-carboxamide